N1C=[NH+]C=C1.C(CCCCC)(=O)[O-].C(CCC)[NH2+]CCCC.C(CCCCC)(=O)[O-] dibutyl-ammonium hexanoate imidazolium salt